CC1=CC=C2C(=CC=NC2=C1)N1CCN(CC1)C(=O)[C@@H]1CNCC1 (S)-(4-(7-methylquinolin-4-yl)piperazin-1-yl)(pyrrolidin-3-yl)methanone